ClC1=NC(=NC(=C1)C1=C(C=CC(=C1)[N+](=O)[O-])C)SC 4-chloro-6-(2-methyl-5-nitrophenyl)-2-(methylthio)pyrimidine